4-formyl-bicyclo[2.2.2]octane-1-carboxylic acid methyl ester COC(=O)C12CCC(CC1)(CC2)C=O